NC1=C(C=CC=C1)N(C(=O)N1C=CC2=C1N=CN=C2N(C)[C@H]2CN(CC[C@H]2C)C(CC#N)=O)C(NC2=C(C=CC=C2)N)=O N-(2-aminophenyl)-N-((2-aminophenyl)carbamoyl)-4-(((3R,4R)-1-(2-cyanoacetyl)-4-methylpiperidin-3-yl)(methyl)amino)-7H-pyrrolo[2,3-d]pyrimidine-7-carboxamide